3-(furan-2-yl)-5-methylaniline O1C(=CC=C1)C=1C=C(N)C=C(C1)C